N1CC(C1)C1=NN2C(N=CC=C2C(=O)NC2CC3=CC=CC=C3C2)=C1C(=O)N 2-(azetidin-3-yl)-N7-indan-2-yl-pyrazolo[1,5-a]pyrimidine-3,7-dicarboxamide